C1[C@H](N(C(C1C2=CC3=C(C=C2)OCO3)CS)O)C(=O)NCC(=O)O The molecule is a dipeptide consisting of a modified L-proline residue attached to glycine via a peptide linkage. It is a dipeptide, a member of benzodioxoles and a N-acylglycine. It contains a glycino group.